C(CC)C1N(CCNC1)C1=NC=CC(=N1)NC=1C=C2C=NNC2=CC1 N-(2-(2-propylpiperazin-1-yl)pyrimidin-4-yl)-1H-indazol-5-amine